O-((2-((tert-butyldimethylsilyl) oxy) cyclopentyl) methyl) S-methyldithiocarbonate C[SH-]C(OCC1C(CCC1)O[Si](C)(C)C(C)(C)C)=S